C(C1CO1)OCC1OC(OC1)(C)C 4-[(2,3-epoxypropoxy)methyl]-2,2-dimethyl-1,3-dioxolane